((1r,4S)-4-((tert-butoxycarbonyl)amino)cyclohexyl)methyl ((benzyloxy)carbonyl)-L-alaninate C(C1=CC=CC=C1)OC(=O)N[C@@H](C)C(=O)OCC1CCC(CC1)NC(=O)OC(C)(C)C